3-{trans-4-[(2-amino-5-pyrimidinyl)oxy]cyclohexyl}-1-[3-(trifluoromethyl)phenyl]-2,4-imidazolidinedione NC1=NC=C(C=N1)O[C@@H]1CC[C@H](CC1)N1C(N(CC1=O)C1=CC(=CC=C1)C(F)(F)F)=O